2,5-dichlorobenzyl mercaptan ClC1=C(CS)C=C(C=C1)Cl